5-(2-chloro-5-(isobutyrylaminomethyl)benzoylamino)-N-(4-fluoro-2-methylphenyl)-1-(3-methoxypropyl)-1H-indole-2-carboxamide ClC1=C(C(=O)NC=2C=C3C=C(N(C3=CC2)CCCOC)C(=O)NC2=C(C=C(C=C2)F)C)C=C(C=C1)CNC(C(C)C)=O